N-(1-(azetidin-1-ylmethyl)cyclopropyl)-3-methoxy-2-methyl-2-phenylpropanamide N1(CCC1)CC1(CC1)NC(C(COC)(C1=CC=CC=C1)C)=O